(2S,3R,4S,5S,6S)-2-(2-Amino-4-(hydroxymethyl)phenoxy)-6-(methoxycarbonyl)tetrahydro-2H-pyran NC1=C(O[C@@H]2O[C@@H](CCC2)C(=O)OC)C=CC(=C1)CO